N-Methyl-5-[2-(1H-pyrazol-4-yl)pyrimidin-5-yl]-N-(2,2,6,6-tetramethylpiperidin-4-yl)[1,3]thiazolo[5,4-d][1,3]thiazol-2-amin CN(C=1SC=2N=C(SC2N1)C=1C=NC(=NC1)C=1C=NNC1)C1CC(NC(C1)(C)C)(C)C